tert-Butyl (1-((2-cyano-3-(methylthio)-5-(4,4,5,5-tetramethyl-1,3,2-dioxaborolan-2-yl)phenoxy)methyl)cyclopentyl)carbamate C(#N)C1=C(OCC2(CCCC2)NC(OC(C)(C)C)=O)C=C(C=C1SC)B1OC(C(O1)(C)C)(C)C